2-(3,6-dihydro-2H-pyran-4-yl)-5-methoxypyrimidin-4-amine O1CCC(=CC1)C1=NC=C(C(=N1)N)OC